[1,3-bis[2,6-bis(1-methylethyl)phenyl]-2-imidazolidinylidene](difluoromethyl)silver CC(C)C1=C(C(=CC=C1)C(C)C)N1C(N(CC1)C1=C(C=CC=C1C(C)C)C(C)C)=[Ag]C(F)F